(2R,4S)-N-((S)-1-((4-amidinobenzyl)amino)-1-oxoprop-2-yl)-1-(2-(methylsulfonamido)ethyl)-4-phenylpiperidine-2-carboxamide C(N)(=N)C1=CC=C(CNC([C@H](C)NC(=O)[C@@H]2N(CC[C@@H](C2)C2=CC=CC=C2)CCNS(=O)(=O)C)=O)C=C1